FC1(CCC(CC1)[C@@H](C=1OC2=C(N1)C=C(C=C2)C=O)NC(OCC2=CC=CC=C2)=O)F Benzyl (S)-((4,4-difluorocyclohexyl)(5-formylbenzo[d]oxazol-2-yl)methyl)-carbamate